OCC(CCCCCCCCCCCCCCCCCCC(=O)O)CCCCCCCCCCCCCCCCCC(=O)O.C(CCCCCCCCCCCCCCCCC)(=O)OCC(CO)OC(CCCCCCCCCCCCCCCCC)=O 3-Hydroxypropane-1,2-diyl distearate [3-Hydroxypropane-1,2-diyl distearate]